C(C)(C)(C)OC(=O)N1CCC2(CC1)C(N(C1=CC(=CC=C12)C1=CC2=C(C(=N1)Cl)N(C=N2)C(C)C)C2CC(C2)N2CC(CC2)(C)C)=O 6-(4-Chloro-3-isopropyl-3H-imidazo[4,5-c]pyridin-6-yl)-1-((1s,3s)-3-(3,3-dimethylpyrrolidin-1-yl)cyclobutyl)-2-oxospiro[indoline-3,4'-piperidine]-1'-carboxylic acid tert-butyl ester